2,2',2''-(1,3,5-benzenetriyl)tris(1-phenyl-1H-benzimidazole) C1(=CC(=CC(=C1)C1=NC2=C(N1C1=CC=CC=C1)C=CC=C2)C2=NC1=C(N2C2=CC=CC=C2)C=CC=C1)C1=NC2=C(N1C1=CC=CC=C1)C=CC=C2